C1=CC=CC=2C3=CC=CC=C3C(C12)COC(=O)N[C@H](C(=O)[O-])CS(=O)(=O)O.[Na+].[Na+].C1=CC=CC=2C3=CC=CC=C3C(C12)COC(=O)N[C@H](C(=O)[O-])CS(=O)(=O)O disodium (R)-2-((((9H-fluoren-9-yl)methoxy)carbonyl)amino)-3-sulfopropanoate